ClC1=CC=C2C(=N1)N(N=C2C2=C(C=C(C=C2)F)OC)COCC[Si](C)(C)C 6-chloro-3-(4-fluoro-2-methoxyphenyl)-1-[[2-(trimethylsilyl)ethoxy]methyl]pyrazolo[3,4-b]pyridine